succinic anhydride potassium salt [K].C1(CCC(=O)O1)=O